C(C)[C@]12OCC[C@H]1[C@]1(CCCC([C@@H]1CC2)(C)C)C (3aR,5aS,9aS,9bS)-3a-ethyl-6,6,9a-trimethyldodecahydronaphtho[2,1-b]furan